C1N(CCC12CCSCC2)C(=O)OC(C)(C)C tert-butyl 8-thia-2-azaspiro[4.5]decane-2-carboxylate